OC1=C(C(=O)NC2=CC=C(C=C2)N2C3=C(NC(CC2=O)=O)C2=CC=CC=C2C=C3)C=CC=C1 5-[4-(2-hydroxybenzoylamino)phenyl]-1H-naphtho[1,2-B][1,4]diazepine-2,4(3H,5h)-dione